ClP(=O)(OC1=CC=CC=C1)N[C@H](C(=O)OCCCCCC)C (2S)-hexyl 2-((chloro(phenoxy)phosphoryl)amino)propanoate